4-(4-((3S,4S)-4-Amino-3-methyl-2-oxa-8-azaspiro[4.5]decan-8-yl)-2,5-dimethyl-6-oxopyrimidin-1(6H)-yl)-(R)-(2,3-dichlorophenoxy)-N-methylbenzamide N[C@@H]1[C@@H](OCC12CCN(CC2)C=2N=C(N(C(C2C)=O)C2=CC(=C(C(=O)NC)C=C2)OC2=C(C(=CC=C2)Cl)Cl)C)C